BrC=1C=NN2C1C=NCC2 3-Bromo-6,7-dihydropyrazolo[1,5-a]pyrazine